2-methyl-5-(1-methyl-7-(piperidine-1-carbonyl)imidazo[1,2-a]quinoxaline-4-yl)isoindolin-1-one CN1C(C2=CC=C(C=C2C1)C=1C=2N(C3=CC=C(C=C3N1)C(=O)N1CCCCC1)C(=CN2)C)=O